hexyl-amine acetate C(C)(=O)O.C(CCCCC)N